ClC=1C=C(C=C(C1)Cl)C(O)(OCCCCC)OC 2-(3,5-dichlorophenyl)-2-methoxy-1,3-dioxaoctane